N,N-diethylcarbamoyl chloride C(C)N(C(=O)Cl)CC